(R)-2-methoxy-4-(4-((2-(4-methyl-1-oxo-1,3-dihydroisobenzofuran-5-yl)morpholino)methyl)-1H-pyrazol-1-yl)benzonitrile COC1=C(C#N)C=CC(=C1)N1N=CC(=C1)CN1C[C@H](OCC1)C=1C(=C2COC(C2=CC1)=O)C